Cl.C(C)(C)(C)OC(=O)N1C[C@@H](N[C@@H](C1)C)C (3S,5R)-3,5-dimethylpiperazine-1-carboxylic acid tert-butyl ester hydrochloride